FC1=C(C(=C(C(=C1F)F)F)OCF)S(=O)(=O)Cl 2,3,4,5-tetrafluoro-6-(fluoromethoxy)benzenesulfonyl chloride